N-(3-{2-cyano-1-[4-(7H-pyrrolo[2,3-d]pyrimidin-4-yl)-1H-pyrazol-1-yl]ethyl}phenyl)-acetamide trifluoroacetate FC(C(=O)O)(F)F.C(#N)CC(N1N=CC(=C1)C=1C2=C(N=CN1)NC=C2)C=2C=C(C=CC2)NC(C)=O